(5-((R)-1-(((R)-tert-butylsulfinyl)amino)ethyl)-2-fluoro-3-(trifluoromethyl)phenyl)carbamic acid tert-butyl ester C(C)(C)(C)OC(NC1=C(C(=CC(=C1)[C@@H](C)N[S@](=O)C(C)(C)C)C(F)(F)F)F)=O